3-(3-phenylureido)-phenyl-acrylate C1(=CC=CC=C1)NC(NC=1C=C(C=CC1)OC(C=C)=O)=O